2-benzyloxyethoxy(trimethyl)silane Methyl-(E)-4-(3-(4-(hydroxymethyl)piperidin-1-yl)-3-oxoprop-1-en-1-yl)benzoate COC(C1=CC=C(C=C1)\C=C\C(=O)N1CCC(CC1)CO)=O.C(C1=CC=CC=C1)OCCO[Si](C)(C)C